4-({3-[3-(4-Trifluoromethoxy-benzyl)-3H-imidazo[4,5-c]pyridin-2-yl]-propionylamino}-methyl)-piperidine-1-carboxylic acid tert-butyl ester C(C)(C)(C)OC(=O)N1CCC(CC1)CNC(CCC1=NC2=C(C=NC=C2)N1CC1=CC=C(C=C1)OC(F)(F)F)=O